(3R)-1-[(2R)-2-[[4-(2-chloro-4-fluoro-phenyl)-2-methyl-7-quinolyl]oxy]propanoyl]piperidine-3-sulfonamide ClC1=C(C=CC(=C1)F)C1=CC(=NC2=CC(=CC=C12)O[C@@H](C(=O)N1C[C@@H](CCC1)S(=O)(=O)N)C)C